Cyclopentyl-(2-pyrrolidin-1-yl-4,5-dihydroimidazol-1-yl)methanone C1(CCCC1)C(=O)N1C(=NCC1)N1CCCC1